ClC=1C(=NN2C1C(N(CC2)COCC[Si](C)(C)C)=O)C2=C1C(=NC=C2)N(N=C1)COCC[Si](C)(C)C 3-chloro-5-[[2-(trimethylsilyl)ethoxy]methyl]-2-(1-[[2-(trimethylsilyl)ethoxy]methyl]pyrazolo[3,4-b]pyridin-4-yl)-6H,7H-pyrazolo[1,5-a]pyrazin-4-one